[O-2].[O-2].[O-2].[Sm+3].[Sm+3] Samarium trioxid